CC=1C=CC=2N(C3=CC=C(C=C3C2C1)C)C1=CC=C(C=C1)C1=C(C(=C(C(=C1C1=C(C=CC=C1C1=CC=CC=C1)C1=CC=CC=C1)C1=NC(=CC(=N1)C1=CC=CC=C1)C1=CC=CC=C1)C#N)C1=C(C=CC=C1C1=CC=CC=C1)C1=CC=CC=C1)C1=CC=C(C=C1)N1C2=CC=C(C=C2C=2C=C(C=CC12)C)C 4'-(3,6-dimethyl-9H-carbazol-9-yl)-2-[4-(3,6-dimethyl-9H-carbazol-9-yl)phenyl]-5-(4,6-diphenylpyrimidin-2-yl)-3,6-bis({3-phenyl-[1,1'-biphenyl]-2-yl})-[1,1'-biphenyl]-4-carbonitrile